1-phenyl-1H-indazol-5-amine C1(=CC=CC=C1)N1N=CC2=CC(=CC=C12)N